ClS(=O)(=O)C1=C(C=C(C(=O)O)C=C1)O 4-Chlorosulfonyl-3-hydroxybenzoic acid